methyl 4-((hydroxyamino) methyl)-2-methylbenzoate hydrochloride Cl.ONCC1=CC(=C(C(=O)OC)C=C1)C